FC=1C=C(C=NC1)C1=NC=2N(C(=N1)N[C@@H]1CCC=3NC4=CC=CC=C4C3C1)N=CC2C(C)=NO 1-[2-(5-fluoro-3-pyridyl)-4-[[(3R)-2,3,4,9-tetrahydro-1H-carbazol-3-yl]amino]pyrazolo[1,5-a][1,3,5]triazin-8-yl]ethanone oxime